5-chloro-2-(4-fluoro-2-methyl-phenoxy)-4,6-dimethyl-3-(4,4,5,5-tetramethyl-1,3,2-dioxaborolan-2-yl)pyridine ClC=1C(=C(C(=NC1C)OC1=C(C=C(C=C1)F)C)B1OC(C(O1)(C)C)(C)C)C